1-methyl-3-(3,3,4,4-tetramethylborolan-1-yl)-1H-pyrazole CN1N=C(C=C1)B1CC(C(C1)(C)C)(C)C